NC1=C(CNC(N1)=O)C#CCN 6-amino-5-(3-aminoprop-1-ynyl)-1,3-dihydropyrimidin-2-one